CC(=O)O.C(=O)OC methyl formate (Methyl formate)